N-[(4S,5S)-7-ethyl-4-(4-fluoro-3-methoxyphenyl)-3-methyl-6-oxo-1-phenyl-1H,4H,5H,6H,7H-pyrazolo[3,4-b]pyridin-5-yl]-3-(trifluoromethyl)benzamide C(C)N1C2=C([C@@H]([C@@H](C1=O)NC(C1=CC(=CC=C1)C(F)(F)F)=O)C1=CC(=C(C=C1)F)OC)C(=NN2C2=CC=CC=C2)C